4-[(3S)-3-amino-3-methylpyrrolidin-1-yl]-5-(3,5-difluorophenyl)-N-[cis-3-fluorocyclobutyl]pyridine-3-carboxamide Disodium [Na].[Na].N[C@@]1(CN(CC1)C1=C(C=NC=C1C1=CC(=CC(=C1)F)F)C(=O)N[C@@H]1C[C@@H](C1)F)C